isotridecyl benzoate C(C1=CC=CC=C1)(=O)OCCCCCCCCCCC(C)C